C(C)(=O)O.C(C)(=O)O.COC1=CC=CC=C1 methoxybenzene diacetate